ClC=1C(=C2C=NNC2=CC1)C1=C2C(=NC(=C1C#N)N1CC3(CN(C3)C(C=C)=O)CC1)CC(OC2)(C)C 4-(5-chloro-1H-indazol-4-yl)-7,7-dimethyl-2-(2-(2-propenoyl)-2,6-diazaspiro[3.4]octan-6-yl)-7,8-dihydro-5H-pyrano[4,3-b]pyridine-3-carbonitrile